(S)-N6-((1-((3-chloro-4-fluorophenyl)sulfonyl)piperidin-4-yl)methyl)-N6-propyl-4,5,6,7-Tetrahydrobenzo[d]thiazole-2,6-diamine ClC=1C=C(C=CC1F)S(=O)(=O)N1CCC(CC1)CN([C@@H]1CC2=C(N=C(S2)N)CC1)CCC